C12N(CC(NC1)C2)C2=C(C1=CN(C=C1C(=C2)F)C2C(NC(CC2)=O)=O)F 5-(2,5-diazabicyclo[2.2.1]heptane-2-yl)-2-(2,6-dioxopiperidin-3-yl)-4,7-difluoroisoindol